[N+](=O)([O-])C=1NC(=C2CC(C3=C(C12)C=CC=C3)O)C3=CC(=CC=C3)C 1-nitro-3-m-methylphenyl-4,5-dihydro-2H-benzo[e]isoindole-5-ol